C1=C(C=CC2=CC=CC=C12)C=1C=CC=C2C=CC=[N+](C12)[O-] 8-(naphthalen-2-yl)quinoline-1-oxide